TETRAFLUOROETHYLEN FC(=C(F)F)F